bis(3,5-dimethylphenyl)butoxyphosphine CC=1C=C(C=C(C1)C)C(CCCOP)C1=CC(=CC(=C1)C)C